ClC1=C(C(=CC=C1Cl)O)[C@@H]1CC2=NN=C(N2C1)[C@H]1CC(NC1)=O (S)-4-((S)-6-(2,3-dichloro-6-hydroxyphenyl)-6,7-dihydro-5H-pyrrolo[2,1-c][1,2,4]triazol-3-yl)pyrrolidin-2-one